N1(CCCCC1)C(=O)O.O1CC(C1)C(=O)N (oxetane-3-carboxamide) piperidine-1-carboxylate